N-(4-chlorobenzyl)-2-(2-oxo-2,3-dihydro-1H-pyrido[2,3-b][1,4]thiazin-3-yl)acetamide ClC1=CC=C(CNC(CC2C(NC3=C(S2)N=CC=C3)=O)=O)C=C1